FC([C@@H](OC1=NN(C2=NN=C(C=C21)C=2C(NC(NC2)=O)=O)C)C2=NC=NC(=C2)OC(C([2H])([2H])[2H])([2H])[2H])F 5-[3-[(1S)-2,2-difluoro-1-[6-(1,1,2,2,2-pentadeuterioethoxy)pyrimidin-4-yl]ethoxy]-1-methyl-pyrazolo[3,4-c]pyridazin-5-yl]-1H-pyrimidine-2,4-dione